O1CCC(CC1)N1CCN(CC1)C1=C(C=CC=C1)C=1C=2N(C=CC1)N=CC2C#N 4-(4-(tetrahydro-2H-pyran-4-yl)piperazin-1-ylphenyl)pyrazolo[1,5-a]pyridine-3-carbonitrile